O.[U] uranium water